C(#N)C1=NC2=CC(=CC(=C2N=C1N1CC2(CCCC(C1)C2(F)F)CO)[C@@H](C)NC2=C(C(=O)O)C=CC=C2)C 2-(((1R)-1-(2-cyano-3-(9,9-difluoro-1-(hydroxymethyl)-3-azabicyclo-[3.3.1]nonan-3-yl)-7-methylquinoxalin-5-yl)ethyl)amino)benzoic acid